ClC1=C(C=CC(=C1)F)C(=O)N1C[C@@H]2CC[C@H](C1)N2C2=CC(=CC=1N2C(=NC1)CCOC)S(=O)(=O)CC(C)(C)C (2-chloro-4-fluoro-phenyl)-[(1S,5R)-8-[7-(2,2-dimethylpropylsulfonyl)-3-(2-methoxyethyl)imidazo[1,5-a]pyridin-5-yl]-3,8-diazabicyclo[3.2.1]octan-3-yl]methanone